pyrrolidin-2,5-dione N1C(CCC1=O)=O